4-allyl-6-chlorocatecholdicarboxylate C(C=C)C1(C(C(=C(O)C(=C1)Cl)O)C(=O)[O-])C(=O)[O-]